(2S)-2-[(benzyloxy)methyl]-1,4-dioxane C(C1=CC=CC=C1)OC[C@@H]1OCCOC1